5-((2-(2,6-dioxopiperidin-3-yl)-1-oxoisoindolin-4-yl)thio)-N-(3-((3aR,4R,9bR)-4-(hydroxymethyl)-1-tosyl-2,3,3a,4,5,9b-hexahydro-1H-pyrrolo[3,2-c]quinolin-8-yl)phenyl)pentanamide O=C1NC(CCC1N1C(C2=CC=CC(=C2C1)SCCCCC(=O)NC1=CC(=CC=C1)C1=CC=2[C@H]3[C@@H]([C@@H](NC2C=C1)CO)CCN3S(=O)(=O)C3=CC=C(C)C=C3)=O)=O